ClCC(=O)C1=C(C(=CC=C1)O)O 2-chloro-2',3'-dihydroxyacetophenone